FC(OC1=CC=C(C=N1)C1=CN=CC(=N1)C(=O)N/N=C/C1=C(C=CC(=C1)OC)F)F (E)-6-(6-(difluoromethoxy)pyridin-3-yl)-N'-(2-fluoro-5-methoxybenzylidene)pyrazine-2-carbohydrazide